Methyl 3-(methoxymethyl)-2,3-dihydrobenzo[b][1,4]dioxine-6-carboxylate COCC1OC2=C(OC1)C=CC(=C2)C(=O)OC